tert-butyl 3-[8-[acetyl-[(2,4-dimethoxyphenyl)methyl]amino]-6-(2,8-dimethylimidazo[1,2-b]pyridazin-6-yl)-1-oxo-2-isoquinolyl]pyrrolidine-1-carboxylate C(C)(=O)N(C=1C=C(C=C2C=CN(C(C12)=O)C1CN(CC1)C(=O)OC(C)(C)C)C=1C=C(C=2N(N1)C=C(N2)C)C)CC2=C(C=C(C=C2)OC)OC